tert-butyl (2R,5S)-4-benzyl-5-(((R)-3-ethylmorpholino) methyl)-2-methylpiperazine-1-carboxylate C(C1=CC=CC=C1)N1C[C@H](N(C[C@@H]1CN1[C@@H](COCC1)CC)C(=O)OC(C)(C)C)C